ClC1=CC(=C(N)C=C1)B1OC(C(O1)(C)C)(C)C 4-chloro-2-(4,4,5,5-tetramethyl-1,3,2-dioxaborolan-2-yl)aniline